(1-methyl-1H-pyrazol-4-yl)-N-[(oxolan-2-yl)methyl]sulfamide CN1N=CC(=C1)N(S(=O)(=O)N)CC1OCCC1